N-(1-((difluoromethoxy)methyl)cyclopropyl)-N,6-dimethyl-4,5,6,7-tetrahydropyrazolo[1,5-a]pyrazine-3-carboxamide hydrochloride Cl.FC(OCC1(CC1)N(C(=O)C=1C=NN2C1CNC(C2)C)C)F